5-((2,2-Dimethoxyethyl)Amino)-2,4,6-Triiodo-Isophthalic Acid COC(CNC=1C(=C(C(=C(C(=O)O)C1I)I)C(=O)O)I)OC